(11R)-tert-butyl 3,11-dimethyl-6,7,10,11-tetrahydro-5H-pyrido[4',3':3,4]pyrazolo[1,5-a][1,2,4]triazolo[3,4-c][1,4]diazepine-12(13H)-carboxylate CC1=NN=C2C=3N(CCCN21)N=C2C3CN([C@@H](C2)C)C(=O)OC(C)(C)C